6',7'-dihydro-5'H-spiro[piperidine-4,4'-pyrazolo[1,5-a]pyridin]-2'-yl trifluoromethanesulfonate trifluoroacetate FC(C(=O)O)(F)F.FC(S(=O)(=O)OC1=NN2C(C3(CCC2)CCNCC3)=C1)(F)F